BrC1=CC=C2C(C(N(C2=C1)C1CC(C1)(C#N)N1CCCCC1)=O)(C)C (1s,3s)-3-(6-bromo-3,3-dimethyl-2-oxoindolin-1-yl)-1-(piperidin-1-yl)cyclobutane-1-carbonitrile